C(C)(C)(C)P(C(C)(C)C)CC1=C(C=CC=C1)C(PC1=NC=CC=C1)C(C)(C)C 1-(di-t-butylphosphinomethyl)-2-(t-butyl-(2-pyridyl)phosphinomethyl)-benzene